4-(4-fluorophenyl)-7,7-dimethyl-7,8-dihydro-4H-benzopyran-5-one FC1=CC=C(C=C1)C1C=COC2=C1C(CC(C2)(C)C)=O